2-(benzo[d][1,3]dioxol-5-yl)-1-methylquinolin-4(1H)-one O1COC2=C1C=CC(=C2)C=2N(C1=CC=CC=C1C(C2)=O)C